5-bromo-1,2-dihydro-3H-indazol-3-one BrC=1C=C2C(NNC2=CC1)=O